Ethyl-Vanillin CCOC1=C(C=CC(=C1)C=O)O